3-iodo-7-methoxy-imidazo[1,2-a]pyridine-6-carboxylic acid methyl ester COC(=O)C=1C(=CC=2N(C1)C(=CN2)I)OC